4-[2-methoxyethyl-[4-(5,6,7,8-tetrahydro-1,8-naphthyridin-2-yl)butyl]amino]-2-[[3-(2,2,2-trifluoroethoxy)benzoyl]amino]butanoic acid COCCN(CCC(C(=O)O)NC(C1=CC(=CC=C1)OCC(F)(F)F)=O)CCCCC1=NC=2NCCCC2C=C1